3-(3,5-dimethoxybenzyl)-5-methylbenzoxazol-2-one COC=1C=C(CN2C(OC3=C2C=C(C=C3)C)=O)C=C(C1)OC